C(C)(C)(C)OC(=O)N[C@@H](CCCCN)C(=O)O L-N-t-butoxycarbonyl-lysine